Bromo-3-methyl-2,3-dihydro-4H-benzo[4,5]imidazo[2,1-b][1,3]thiazin-4-one-3-d BrC1C(C(N2C(S1)=NC1=C2C=CC=C1)=O)([2H])C